1-[(2R)-2-[4-(2-chloro-4-fluoro-phenyl)-2-oxo-chromen-7-yl]oxypropanoyl]piperidine-4-carboxylic acid ClC1=C(C=CC(=C1)F)C1=CC(OC2=CC(=CC=C12)O[C@@H](C(=O)N1CCC(CC1)C(=O)O)C)=O